tert-butyl ((2S)-3-(8-acetyl-2-oxo-1,8-diazaspiro[4.5]dec-3-yl)-1-amino-1-oxopropyl-2-yl)carbamate C(C)(=O)N1CCC2(CC(C(N2)=O)CC(C(=O)N)=NC(OC(C)(C)C)=O)CC1